ClC=1N=C(C2=C(N1)CC[S@]2=O)NC2(CCC2)CO (5R)-2-chloro-4-((1-(hydroxymethyl)cyclobutyl)amino)-6,7-dihydrothieno[3,2-d]pyrimidine 5-oxide